tert-butyl (1R)-7-(4-bromo-3-fluorophenoxy)-1-(2-methoxy-2-oxoethyl)-1-methyl-6-((tetrahydro-2H-pyran-2-yl)methoxy)-3,4-dihydroisoquinoline-2(1H)-carboxylate BrC1=C(C=C(OC2=C(C=C3CCN([C@](C3=C2)(C)CC(=O)OC)C(=O)OC(C)(C)C)OCC2OCCCC2)C=C1)F